CN1CCN(CC1)C=1C=C(C=C(C1)C(F)(F)F)NC1=NC=C(C(=N1)N1OCCC1C1=CC=CC=C1)C(F)(F)F N-(3-(4-methylpiperazin-1-yl)-5-(trifluoromethyl)phenyl)-4-(3-phenylisoxazolidin-2-yl)-5-(trifluoromethyl)pyrimidin-2-amine